FC1=CC=C(O[C@@H]2C[C@@H](N(C[C@@H]2C)C2=CC(N(C=3C=CC(=NC23)C#N)C)=O)C)C=C1 8-((2s,4r,5s)-4-(4-fluorophenoxy)-2,5-dimethylpiperidin-1-yl)-5-methyl-6-oxo-5,6-dihydro-1,5-naphthyridine-2-carbonitrile